C(#N)[C@@H](CCC(=O)O)CCC (R)-3-cyanohexanecarboxylic acid